C(CCC)N1C(OC(C2=C1C=CC=C2OC)=O)=O 1-butyl-5-methoxy-2H-benzo[d][1,3]oxazine-2,4(1H)-dione